methyl 1-(4-(1-((4-((2-(tert-butoxy)-2-oxoethyl)carbamoyl)phenyl)sulfonyl)piperidin-4-yl)phenoxy)-3,6,9,12,15,18-hexaoxahenicosan-21-oate C(C)(C)(C)OC(CNC(=O)C1=CC=C(C=C1)S(=O)(=O)N1CCC(CC1)C1=CC=C(OCCOCCOCCOCCOCCOCCOCCC(=O)OC)C=C1)=O